C(C)(=O)OO.ClC1=C(CO[C@@H]2CC[C@H](CC2)C(=O)NCC2=C(C(=C(C=C2)C(F)(F)F)C=2NC(C=C(N2)C(F)(F)F)=O)F)C=CC=C1 trans-4-[(2-chlorobenzyl)oxy]-N-{2-fluoro-3-[6-oxo-4-(trifluoromethyl)-1,6-dihydropyrimidin-2-yl]-4-(trifluoromethyl)benzyl}cyclohexane-1-carboxamide Peroxyacetate